S1C2=C(C=CC=C2)SC2=C1C=CC=C2 thiodiphenyl-thioether